diethyl 2,2,14,14-tetrakis(methyl-d3)-8-oxopentadecanedioate C(C(C(=O)OCC)(CCCCCC(CCCCCC(C(=O)OCC)(C([2H])([2H])[2H])C([2H])([2H])[2H])=O)C([2H])([2H])[2H])([2H])([2H])[2H]